C(C)(C)(C)OC(NC=1C=NC=C(C1)C=1C(=C2COC(C2=CC1)=O)C)=O (5-(4-methyl-1-oxo-1,3-dihydroisobenzofuran-5-yl)pyridin-3-yl)carbamic acid tert-butyl ester